(3-fluorophenoxymethyl) ethylene oxide FC=1C=C(OCC2CO2)C=CC1